COC=1C=C(C=NC1)C1=CC=2C(=NC=CC2C=2C=C3C(=NNC3=CC2)N)N1 5-(2-(5-Methoxypyridin-3-yl)-1H-pyrrolo[2,3-b]pyridin-4-yl)-1H-indazol-3-amine